N-(3-(3,5-difluorobenzyl)-2-methyl-5-(6-methyl-7-oxo-6,7-dihydro-1H-pyrrolo[2,3-c]pyridin-4-yl)-3H-imidazo[4,5-b]pyridin-7-yl)ethanesulfonamide FC=1C=C(CN2C(=NC=3C2=NC(=CC3NS(=O)(=O)CC)C=3C2=C(C(N(C3)C)=O)NC=C2)C)C=C(C1)F